[N+](=O)([O-])C1=CC(=C(C=C1)S(=O)(=O)ON=C(C#N)C1=CC=CC=C1)C(F)(F)F α-(4-nitro-2-trifluoromethylbenzenesulfonyloxyimino)-phenylacetonitrile